gamma-glycidoxypropyl-(methyl)dimethoxysilane C(C1CO1)OCCC[Si](OC)(OC)C